N,N-diethyl-N-methylcycloheptylammonium C(C)[N+](C)(CC)C1CCCCCC1